4-(3-(cyclopropylmethoxy)-4-(difluoromethoxy)phenethyl)pyridin-2(1H)-one C1(CC1)COC=1C=C(CCC2=CC(NC=C2)=O)C=CC1OC(F)F